2-[(4-Nitrobenzoyl)amino]-N-(2-morpholin-4-ylethyl)benzamid [N+](=O)([O-])C1=CC=C(C(=O)NC2=C(C(=O)NCCN3CCOCC3)C=CC=C2)C=C1